1-Methyl-5-nitro-2-(propoxymethyl)-1H-imidazole CN1C(=NC=C1[N+](=O)[O-])COCCC